1-Decyl-3-Methyl-Imidazolium Bromide [Br-].C(CCCCCCCCC)N1C=[N+](C=C1)C